FC1=C(OC2CCN(CC2)C=2N=C3C(=NC2C2C(C2)CO)CN(CC3)C(C)=O)C=CC(=C1)F 1-(2-(4-(2,4-difluorophenoxy)piperidin-1-yl)-3-(2-(hydroxymethyl)cyclopropyl)-7,8-dihydropyrido[3,4-b]pyrazin-6(5H)-yl)ethan-1-one